5-((difluoromethoxy)methyl)benzo[d][1,3]dioxole FC(OCC1=CC2=C(OCO2)C=C1)F